ClC1=C(C(=O)NC2=NN=NN2C)C=CC(=C1SC)C(F)(F)F 2-chloro-N-(1-methyl-1H-tetrazol-5-yl)-3-(methylthio)-4-(trifluoromethyl)-benzamide